C[C@H]1CC[C@@H](N(C1)C(C(=O)NC=1C=C(C=NC1)C(=O)N)=O)C=1C=C2CC(NC2=CC1)=O 5-[[2-[(2R,5S)-5-methyl-2-(2-oxoindolin-5-yl)-1-piperidyl]-2-oxo-acetyl]amino]pyridine-3-carboxamide